C(#N)C1=C(OC=2C=C3C(N(C=NC3=CC2)C2CC3C(CN(C3)C(=O)OC(C)(C)C)C2)=O)C(=CC=C1NS(N(C)CC)(=O)=O)F tertbutyl 5-[6-[2-cyano-3-[[ethyl(methyl)sulfamoyl]amino]-6-fluoro-phenoxy]-4-oxo-quinazolin-3-yl]-3,3a,4,5,6,6a-hexahydro-1H-cyclopenta[c]pyrrole-2-carboxylate